4-[1-[(2-methoxyphenyl)methyl]pyridin-1-ium-4-yl]-1,2,4-triazolidine-3,5-dione trifluoroacetate FC(C(=O)[O-])(F)F.COC1=C(C=CC=C1)C[N+]1=CC=C(C=C1)N1C(NNC1=O)=O